N-((3-fluoropyridin-2-yl)methyl)-1H-1,2,3-triazole-4-carboxamide FC=1C(=NC=CC1)CNC(=O)C=1N=NNC1